C(C)(=O)OC1=C(C(=CC=C1)F)C1CCC2=C(N=C(N=C2O)SC)O1 3-fluoro-2-(4-hydroxy-2-(methylthio)-6,7-dihydro-5H-pyrano[2,3-d]pyrimidin-7-yl)phenyl acetate